C1=C2C=3C=CC=CC3N3C2=C(C=C1OB(O)O)C1=CC=CC=C13 indolo[3,2,1-jk]carbazole-2-yl-boric acid